(2,3-dichlorophenyl)boric acid ClC1=C(C=CC=C1Cl)OB(O)O